CN[C@H]([C@@H](O)C1=CC=CC=C1)C (S,S)-2-methylamino-1-phenylpropan-1-ol